N-(5-(2-(3-(4-acetylpiperazine-1-carbonyl)phenyl)-4-chloro-1H-pyrrolo[2,3-b]pyridin-3-yl)-2-methylphenyl)acrylamide C(C)(=O)N1CCN(CC1)C(=O)C=1C=C(C=CC1)C1=C(C=2C(=NC=CC2Cl)N1)C=1C=CC(=C(C1)NC(C=C)=O)C